Br.N1C[C@H](CCC1)NC1=NC=CC(=N1)C1=C(N=NC=C1)O (S)-4-(2-(Piperidin-3-ylamino)pyrimidin-4-yl)pyridazin-3-ol Hydrobromide